4-{2-chloro-3-[(3,5-dimethyl-1H-pyrazol-1-yl) methyl]-4-(methylsulfonyl)benzoyl}-1-methyl-1H-pyrazol-5-yl 1,3-dimethyl-1H-pyrazole-4-carboxylate CN1N=C(C(=C1)C(=O)OC1=C(C=NN1C)C(C1=C(C(=C(C=C1)S(=O)(=O)C)CN1N=C(C=C1C)C)Cl)=O)C